C(C)OC(C1=CC=C(C=C1)NC1=NC=C(C(=N1)C=1N(C(=NC1)C)C(C)C)F)=O.CNC1=CC=C(C=C1)OC N-methyl-4-methoxyl-aniline ethyl-4-[[5-fluoro-4-(3-isopropyl-2-methyl-imidazol-4-yl)pyrimidin-2-yl]amino]benzoate